C(C)(C)(C)C1=CC=C(CN2C=CC3=C(C=CC(=C23)C(=O)NC2CC3(CCC3)C2)F)C=C1 6-(1-(4-(tert-butyl)benzyl)-4-fluoro-1H-indole-7-carboxamido)spiro[3.3]heptane